FC1=CC=C2C(=NNC2=C1)C1=CC(=NC=C1)C 6-fluoro-3-(2-methylpyridin-4-yl)-1H-indazole